C(C)(C)(C)OC1=NC=C(C(=N1)OC(C)(C)C)C=1C=C2C(=NN1)N(N=C2O[C@@H](C(F)F)C2=CC(=C(C=C2)F)OCC(F)(F)F)C 5-(2,4-ditert-butoxypyrimidin-5-yl)-3-[(1R)-2,2-difluoro-1-[4-fluoro-3-(2,2,2-trifluoroethoxy)phenyl]ethoxy]-1-methyl-pyrazolo[3,4-c]pyridazine